Cl.FC(OC=1C=NC(=NC1)C(C(CN)C)N)F (5-(difluoromethoxy)pyrimidin-2-yl)-2-methylpropan-1,3-diamine hydrochloride